ClC1=C(C=C2C(=CN(C2=C1)C1=CC=C(C=C1)C(F)(F)F)C=1N=CN(C1)C)C(C(=O)N)=C (6-chloro-3-(1-methyl-1H-imidazol-4-yl)-1-(4-(trifluoromethyl)phenyl)-1H-indol-5-yl)acrylamide